ClC=1C(=C(C=C(C1)B1OC(C(O1)(C)C)(C)C)CO)C [3-chloro-2-methyl-5-(4,4,5,5-tetramethyl-1,3,2-dioxaborolan-2-yl)phenyl]methanol